FC(CN1C(N(C=2C1=NC=C(N2)N2CC1(CN(C1)C1=NC(=NC(=C1)C(F)(F)F)C)CC2)CC)=O)F 1-(2,2-difluoroethyl)-3-ethyl-5-(2-(2-methyl-6-(trifluoromethyl)pyrimidin-4-yl)-2,6-diazaspiro[3.4]octan-6-yl)-1,3-dihydro-2H-imidazo[4,5-b]pyrazin-2-one